NC1=NC=NN2C1=NC=C2C=2C=NN(C2)C=2C(=CC(=C(C2)NC(=O)C=2N=NC=C(C2)C(F)(F)F)F)C N-(5-(4-(4-Aminoimidazo[2,1-f][1,2,4]triazin-7-yl)-1H-pyrazol-1-yl)-2-Fluoro-4-methylphenyl)-5-(trifluoromethyl)pyridazine-3-carboxamide